BrC=1C=C2C(=NC1)N(CN2CC2=NC=NC=C2)C 6-bromo-3-methyl-1-(pyrimidin-4-ylmethyl)-1,3-dihydro-2H-imidazo[4,5-b]Pyridine